FC(CNC(OCC1(CN(C1)C=1C=2N(N=C(C1)C=1C(=NC(=NC1)OC)OC)C=CN2)F)=O)(F)F (1-(6-(2,4-dimethoxypyrimidin-5-yl)imidazo[1,2-b]pyridazin-8-yl)-3-fluoroazetidin-3-yl)methyl (2,2,2-trifluoroethyl)carbamate